ClC1=C2C=CC=NC2=C(C=C1)OCC(=O)OC(COCC=C)C 1-allyloxyprop-2-yl (5-chloro-8-quinolinoxy)acetate